4-(4-bromophenyl)-1-toluenesulfonyl-3,4-dihydropyridin-2(1H)-one BrC1=CC=C(C=C1)C1CC(N(C=C1)S(=O)(=O)CC1=CC=CC=C1)=O